COC=1C=CC=2N(C3=CC=C(C=C3C2C1)OC)C(=O)OCCOCCOCC=1C=NC=C(C1)COCCOCCOC(=O)N1C2=CC=C(C=C2C=2C=C(C=CC12)OC)OC 2-(2-{[5-({2-[2-(3,6-dimethoxy-9-carbazolylcarbonyloxy) ethoxy]ethoxy} methyl)-3-pyridyl]methoxy} ethoxy)ethyl 3,6-dimethoxy-9-carbazolecarboxylate